FC1=C(C=CC(=C1)[N+](=O)[O-])N1CC(C1)CN1CCNCC1 4-{[1-(2-fluoro-4-nitrophenyl)azetidin-3-yl]methyl}piperazine